OC1=CC=C(C=C1)OC(C=CC1=CC=CC=C1)=O.C[Si](OC)(OC)C Dimethyl-DimethoxySilane 4-hydroxy-phenylcinnamate